(3-fluorophenyl)-1,2-phenylenediamine FC=1C=C(C=CC1)NC1=C(C=CC=C1)N